aluminum tris(trifluoro-2,4-pentanedionyl)aluminum FC(C(CC(C[Al](CC(CC(C(F)(F)F)=O)=O)CC(CC(C(F)(F)F)=O)=O)=O)=O)(F)F.[Al]